CC=1C=C(N=NC1C1=CC=C(C=C1)C(F)(F)F)N[C@H]1CN(CCC1)C (R)-5-methyl-N-(1-methylpiperidin-3-yl)-6-(4-(trifluoromethyl)phenyl)pyridazin-3-amine